(((3R,4R)-3,4-dihydroxypyrrolidin-1-yl)methyl)-4H-pyrido[1,2-a]pyrimidin-4-one O[C@@H]1CN(C[C@H]1O)CC=1N=C2N(C(C1)=O)C=CC=C2